ClC=1C=C(C=CC1C(=O)N1CCN(CC1)C(=O)C1NC(NC1)=O)NC(=O)C=1N(C(=CN1)C1=C(C(=C(C=C1)OC)F)F)C N-[3-chloro-4-[4-(2-oxoimidazolidine-4-carbonyl)piperazine-1-carbonyl]phenyl]-5-(2,3-difluoro-4-methoxy-phenyl)-1-methyl-imidazole-2-carboxamide